1-[9-[(2r,4r,5r)-5-[[bis(4-methoxyphenyl)-phenyl-methoxy]methyl]-4-hydroxy-tetrahydrofuran-2-yl]-8-oxo-7H-purin-6-yl]-3-(2-naphthyl)urea COC1=CC=C(C=C1)C(OC[C@@H]1[C@@H](C[C@@H](O1)N1C2=NC=NC(=C2NC1=O)NC(=O)NC1=CC2=CC=CC=C2C=C1)O)(C1=CC=CC=C1)C1=CC=C(C=C1)OC